FC(C1=C(C=CC(=C1)C(F)(F)F)C(=O)C1=NNC=C1)(F)F (2,4-bis(trifluoromethyl)phenyl)(1H-pyrazol-3-yl)methanone